1-[4-(1,1-dimethylethyl)phenyl]-4-[4-(diphenylmethoxy)-1-piperidinyl]-1-butanone CC(C)(C)C1=CC=C(C=C1)C(CCCN1CCC(CC1)OC(C1=CC=CC=C1)C1=CC=CC=C1)=O